CC(C)(CCC1=CC=CC=C1)NC(=O)C1=CN=C(O1)C1=CC(=CC=C1)C1=CC(=NN1)C(NC(CC)CC)=O N-(2-methyl-4-phenylbutan-2-yl)-2-(3-(3-(pentan-3-ylcarbamoyl)-1H-pyrazol-5-yl)phenyl)oxazole-5-carboxamide